1-(1-(1H-1,2,4-triazole-1-carbonyl)piperidin-3-yl)-5-amino-3-(4-((5-fluoro-2-methoxybenzamido)methyl)phenyl)-1H-pyrazole-4-carboxamide N1(N=CN=C1)C(=O)N1CC(CCC1)N1N=C(C(=C1N)C(=O)N)C1=CC=C(C=C1)CNC(C1=C(C=CC(=C1)F)OC)=O